F[C@H]1CN(CC[C@H]1OC)C1=NC=CC(=N1)NC=1N=CC2=C(N=CC(=C2C1)C(C)C)N1[C@@H]([C@H](C1)CS(=O)(=O)C)C N-{2-[(3S,4R)-3-fluoro-4-methoxypiperidin-1-yl]pyrimidin-4-yl}-8-[(2R,3S)-3-(methanesulfonylmeth-yl)-2-methylazetidin-1-yl]-5-(propan-2-yl)-2,7-naphthyridin-3-amine